(3R)-3-[5-[4-[[1-[2-fluoro-4-[(1R,2S)-6-hydroxy-2-phenyl-tetralin-1-yl]phenyl]-4-piperidyl]methyl]piperazin-1-yl]-1-oxo-isoindolin-2-yl]piperidine-2,6-dione FC1=C(C=CC(=C1)[C@H]1[C@H](CCC2=CC(=CC=C12)O)C1=CC=CC=C1)N1CCC(CC1)CN1CCN(CC1)C=1C=C2CN(C(C2=CC1)=O)[C@H]1C(NC(CC1)=O)=O